4-chloro-1-(3-chloro-10,11-dihydro-5H-dibenzo[b,f]azepin-5-yl)butan-1-one Acryloyloxypropylphthalate C(C=C)(=O)OCCCOC(C=1C(C(=O)O)=CC=CC1)=O.ClCCCC(=O)N1C2=C(CCC3=C1C=CC=C3)C=CC(=C2)Cl